(2-((3-cyano-2-fluorophenylmethyl)amino)-2-oxoethyl)-1H-indazole-3-carboxamide C(#N)C=1C(=C(C=CC1)CNC(CN1N=C(C2=CC=CC=C12)C(=O)N)=O)F